(6-((tert-butyldimethylsilyl) oxy)-diisopropyl 5,6,7,8-tetrahydronaphthalen-2-yl) borate B(OC1=C(C=2CCC(CC2C=C1C(C)C)O[Si](C)(C)C(C)(C)C)C(C)C)([O-])[O-]